C(#N)CCN1C=C(C=C1)C1=C2C(=NC(=C1)NC(=O)C1CC1)NC=C2 N-(4-(1-(2-cyanoethyl)-1H-pyrrol-3-yl)-1H-pyrrolo[2,3-b]pyridin-6-yl)cyclopropylcarboxamide